2-(Ethoxymethyl)-N7-indan-2-yl-pyrazolo[1,5-a]pyrimidine-3,7-dicarboxamide C(C)OCC1=NN2C(N=CC=C2C(=O)NC2CC3=CC=CC=C3C2)=C1C(=O)N